FC=1C(=C(C=C2CCN(CC12)CCCCC(F)(F)F)O)N1CC(NS1(=O)=O)=O 5-[8-fluoro-6-hydroxy-2-(5,5,5-trifluoropentyl)-1,2,3,4-tetrahydroisoquinolin-7-yl]-1λ6,2,5-thiadiazolidine-1,1,3-trione